COC(=O)N1[C@@H]2N(O[C@H]([C@H]1C1=CC(=CC=C1)C(F)(F)F)C=C2)C(CC2=CC=CC=C2)=O.OC2=C(C(/C=C/C1=CC=C(C=C1)OC)=O)C=CC(=C2)O |o1:5,8,9| 2',4'-dihydroxy-4-methoxychalcone Methyl-(1S*,4R*,6R*)-3-(2-phenylacetyl)-6-(3-(trifluoromethyl)phenyl)-2-oxa-3,5-diazabicyclo[2.2.2]oct-7-ene-5-carboxylate